ethyl (3-bromo-2-cyanophenyl)carbamate BrC=1C(=C(C=CC1)NC(OCC)=O)C#N